methyl-7-acetyl-2-methylpyrazolo[1,5-a]pyridine CC=1C(=NN2C1C=CC=C2C(C)=O)C